COC1=CC=NC=2C(N(C(OC21)=O)C=2SC1=C(N2)C=CC(=C1)OC1=CC=CC=C1)=O 8-Methoxy-3-(6-phenoxybenzo[d]thiazol-2-yl)-2H-pyrido[2,3-e][1,3]oxazine-2,4(3H)-dione